2-(3-hydroxy-3,7,11,15-tetramethyl-hexadecyl)-5,6-dimethyl-3-(2-methyl-allyl)-[1,4]benzoquinone OC(CCC=1C(C(=C(C(C1CC(=C)C)=O)C)C)=O)(CCCC(CCCC(CCCC(C)C)C)C)C